COC1=CC=C(C=C1)CN(C1=NC=CC=C1\C=N\[S@@](=O)C(C)(C)C)CC1=CC=C(C=C1)OC (NE,S)-N-[[2-[bis[(4-methoxyphenyl)methyl]amino]-3-pyridyl]methylene]-2-methyl-propane-2-sulfinamide